(rac)-[2-amino-4-(trifluoromethoxy)phenyl]-[4-[2-(7-oxa-4-azaspiro[2.5]octan-6-yl)-3H-imidazo[4,5-b]pyridin-7-yl]-1-piperidyl]methanone NC1=C(C=CC(=C1)OC(F)(F)F)C(=O)N1CCC(CC1)C1=C2C(=NC=C1)NC(=N2)[C@H]2CNC1(CC1)CO2 |r|